O=C1NC(CCC1C1=CC=C(C=C1)N1CCN(CC1)C1CCC(CC1)CC=O)=O 2-[4-[4-[4-(2,6-dioxo-3-piperidyl)phenyl]piperazin-1-yl]cyclohexyl]acetaldehyde